CS(=O)(=O)OCCN(C1=CC2=C(N(C(=N2)CC[C@@H](C(=O)OCC)NC([C@H](CC(C)C)NC(=O)OC(C)(C)C)=O)C)C=C1)CCOS(=O)(=O)C Ethyl (2S)-4-[5-[bis(2-methylsulfonyloxyethyl)amino]-1-methyl-benzimidazol-2-yl]-2-[[(2S)-2-(tert-butoxycarbonylamino)-4-methyl-pentanoyl]amino]butanoate